COC1=CC=C(COC2=CC3=C(CN(C(O3)=O)C(C)C3=CC(=CC=C3)[N+](=O)[O-])C=C2)C=C1 7-((4-methoxybenzyl)oxy)-3-(1-(3-nitrophenyl)ethyl)-3,4-dihydro-2H-benzo[e][1,3]oxazin-2-one